ClC1=C(C=CC=C1Cl)C1=NNC2=NC(=C(N=C21)C)N2CCN(CC2)C(=O)OC(C)(C)C tert-butyl 4-[3-(2,3-dichlorophenyl)-5-methyl-1H-pyrazolo[3,4-b]pyrazine-6-yl]piperazine-1-carboxylate